CC1C2=CC=CC=C2N(C=2C=CC=CC12)C 9,10-dihydro-9,10-dimethylacridine